hexahydro-2H-thieno[2,3-c]pyrrole 1,1-dioxide S1(CCC2C1CNC2)(=O)=O